CC=1SC(=C(N1)C)C1=CC(=NC=C1)NC=O [4-(2,4-dimethyl-1,3-thiazol-5-yl)pyridin-2-yl]formamid